CCCCCCCCCCCCCCCCCCCCCCCCCC(=O)N[C@@H](CO[C@@H]1[C@@H]([C@H]([C@H]([C@H](O1)CO)OCCCCCCC2=CC=CC=C2)O)O)[C@@H]([C@@H](CCCCCCCCCCCCCC)O)O The molecule is a glycophytoceramide having a 4-O-(6-phenylhexyl)-alpha-D-galactosyl residue at the O-1 position and a hexacosanoyl group attached to the nitrogen. One of a series of an extensive set of 4"-O-alkylated alpha-GalCer analogues evaluated (PMID:30556652) as invariant natural killer T-cell (iNKT) antigens. It derives from an alpha-D-galactose.